C1(CC1)OC1=CC=C(C=C1)C1=CC=C(C=C1)C(C(=O)N[C@H](C)C1=CC=CC=C1)=CO (2S)-2-{4'-cyclopropoxy-[1,1'-biphenyl]-4-yl}-3-hydroxy-N-[(1R)-1-phenylethyl]propenamide